N1C=NC2=C1C=CC(=C2)N2C(NCC2C2=CC1=C(OC(O1)(F)F)C=C2)=O 1-(1H-Benzo[d]imidazol-5-yl)-5-(2,2-difluorobenzo[d][1,3]dioxol-5-yl)imidazolidin-2-on